6-Chloro-1-(2,2-dimethylpropyl)-7-(2-fluorophenyl)-4-[(2S)-2-methyl-4-prop-2-enoyl-piperazin-1-yl]pyrido[2,3-d]pyrimidin-2-one ClC1=CC2=C(N(C(N=C2N2[C@H](CN(CC2)C(C=C)=O)C)=O)CC(C)(C)C)N=C1C1=C(C=CC=C1)F